CC1=CC2=C(N=C(S2)C2=CC=C(C=C2)C(S(=O)(=O)N)C2=C(C=CC=C2)[N+](=O)[O-])C=C1 (4-(6-methylbenzo[d]thiazol-2-yl)phenyl)-1-(2-nitrophenyl)methanesulfonamide